C1(CC1)C1=NN(C=C1C1=NC2=CC=C(C=C2N=C1)N1CCN(CC1)C)[C@@H]1C[C@H](C1)CN (trans-3-(3-cyclopropyl-4-(6-(4-methylpiperazin-1-yl)quinoxalin-2-yl)-1H-pyrazol-1-yl)cyclobutyl)methanamine